1-(trimethylsilyl)-2-naphthyl trifluoromethanesulfonate FC(S(=O)(=O)OC1=C(C2=CC=CC=C2C=C1)[Si](C)(C)C)(F)F